FC=1C=C(C=CC1)S(=O)(=O)C(C)(C)C1CCN(CC1)C(=O)NC1=C(C=NC=C1)C 4-(2-((3-fluorophenyl)sulfonyl)propan-2-yl)-N-(3-methyl-pyridin-4-yl)piperidine-1-carboxamide